1-(7-Amino-1,1-dimethyl-3,4-dihydroisoquinolin-2(1H)-yl)-2,2,2-trifluoroethan-1-one NC1=CC=C2CCN(C(C2=C1)(C)C)C(C(F)(F)F)=O